OC(CS(=O)(=O)O)COCC=C 2-hydroxy-3-(2-propenyloxy)propanesulfonic acid